C(CCCCC)(=O)N[C@@H](CCC(=O)O)C(=O)O Nα-hexanoylglutamic acid